COCCOC=1C=C2C(=CC=NC2=CC1OCCOC)N 6,7-bis(2-methoxyethoxy)-4-quinolineamine